tert-butyl (5S)-5-[[(R)-tert-butylsulfinyl]amino]-2-formyl-spiro[5,7-dihydrocyclopenta[b]pyridine-6,4'-piperidine]-1'-carboxylate C(C)(C)(C)[S@@](=O)N[C@@H]1C=2C(=NC(=CC2)C=O)CC12CCN(CC2)C(=O)OC(C)(C)C